2-(4-hydroxyphenyl)-1-((1R*,5S*,9R*)-9-phenyl-4-oxa-1,3-diazabicyclo[3.3.1]non-6-en-3-yl)ethan-1-one OC1=CC=C(C=C1)CC(=O)N1CN2CC=C[C@H](O1)[C@H]2C2=CC=CC=C2 |o1:16,18|